P(=O)(OCC)(OCC)OCN1CCC(CC1)N diethyl ((4-aminopiperidin-1-yl) methyl) phosphate